tert-butyl 4-(6-((1-methyl-1H-pyrazol-4-yl)carbamoyl)pyridin-3-yl)piperazine-1-carboxylate CN1N=CC(=C1)NC(=O)C1=CC=C(C=N1)N1CCN(CC1)C(=O)OC(C)(C)C